1,3-DIMETHYL-BUTYL-PHENYL-PARA-PHENYLENE-DIAMINE CC(CC(C)C)N(C1=CC=C(C=C1)N)C1=CC=CC=C1